(R)-7-(8-ethynyl-7-fluoronaphthalen-1-yl)-8-fluoro-N-methyl-2-morpholino-N-(pyrrolidin-2-ylmethyl)pyrido[4,3-d]pyrimidin-4-amine C(#C)C=1C(=CC=C2C=CC=C(C12)C1=C(C=2N=C(N=C(C2C=N1)N(C[C@@H]1NCCC1)C)N1CCOCC1)F)F